C(C#CC)(=O)N1C2C(CCC1)CN(C2)C2=C1C(=C(NC1=C(C=C2F)C(=O)N)C)C 4-(1-(but-2-ynoyl)hexahydro-1H-pyrrolo[3,4-b]pyridin-6(2H)-yl)-5-fluoro-2,3-dimethyl-1H-indole-7-carboxamide